ClC1=C(C=CC(=C1)OCC=1C(=NOC1C1CC1)C1=C(C=CC=C1Cl)Cl)C1(CC(=NO1)C1=CC(=NN1C(C)C)C(=O)OC)C methyl 5-(5-(2-chloro-4-((5-cyclopropyl-3-(2,6-dichlorophenyl) isoxazol-4-yl) methoxy) phenyl)-5-methyl-4,5-dihydroisoxazol-3-yl)-1-isopropyl-1H-pyrazole-3-carboxylate